Cl.C(C)(C)(C)C1=CC=C(CN2CCC(CC2)OC2=CC=C(C=C2)C(F)(F)F)C=C1 (4-(tert-butyl)benzyl)-4-(4-(trifluoromethyl)phenoxy)piperidine hydrochloride